C(C)(C)(C)NO tertiary butyl-hydroxylamine